N1(CCOCC1)CC1=CC=C(CN2C(C(=C(C=C2C)OCC2=C(C=C(C=C2)F)F)Br)=O)C=C1 1-[4-(morpholin-4-ylmethyl)benzyl]-3-bromo-4-[(2,4-difluorobenzyl)oxy]-6-methylpyridin-2(1H)-one